2-methyl-α-carotene CC1CC=C(C(/C=C/C(=C/C=C/C(=C/C=C/C=C(/C=C/C=C(/C=C/C2=C(CCCC2(C)C)C)\C)\C)/C)/C)C1(C)C)C